FC=1C(=CC(=C(C=O)C1)B1OC(C(O1)(C)C)(C)C)OCOC 5-fluoro-4-(methoxymethoxy)-2-(4,4,5,5-tetramethyl-1,3,2-dioxaborolan-2-yl)benzaldehyde